N(=C=S)C=1C(=NC=CN1)N(C(OC(C)(C)C)=O)C tert-butyl (3-isothiocyanatopyrazinyl)(methyl)carbamate